N-(2-chloro-6-methylpyridin-4-yl)-1,2,4-trimethyl-5-(2-oxo-2-((4-(trifluoromethyl)tetrahydro-2H-pyran-4-yl)amino)acetyl)-1H-pyrrole-3-carboxamide ClC1=NC(=CC(=C1)NC(=O)C1=C(N(C(=C1C)C(C(NC1(CCOCC1)C(F)(F)F)=O)=O)C)C)C